C1=CC=C(C=C1)N=NC2=C(C3=C(C=C(C=C3C=C2S(=O)(=O)[O-])S(=O)(=O)[O-])O)O The molecule is an organosulfonate oxoanion resulting from the removal of a proton from both of the sulfo groups of 4,5-dihydroxy-3-(phenyldiazenyl)naphthalene-2,7-disulfonic acid. It is a conjugate base of a 4,5-dihydroxy-3-(phenyldiazenyl)naphthalene-2,7-disulfonic acid.